N1CC(CC2=CC=CC=C12)CCC(=O)N1CCC2(C[C@H](CO2)NC=2C=C(C(=CC2)C)C#N)CC1 4-{(R)-8-[3-(1,2,3,4-tetrahydro-3-quinolyl)propionyl]-1-oxa-8-aza-3-spiro[4.5]decylamino}-2-toluonitrile